CP(=O)(C)C=1C(=NC(=NC1)NC=1C(=CC(=C(C1)NC(C=C)=O)N1CCC2(CC1)CCN(CC2)C)OCC)C2=CN(C1=CC=CC=C21)CC2=CC=C(C=C2)F N-(5-((5-(Dimethylphosphoryl)-4-(1-(4-fluorobenzyl)-1H-indol-3-yl)pyrimidin-2-yl)amino)-4-ethoxy-2-(9-methyl-3,9-diazaspiro[5.5]undecan-3-yl)phenyl)acrylamide